2-cyclopropyl-6-oxo-1,6-dihydropyrimidine-5-carboxylic acid methyl ester COC(=O)C1=CN=C(NC1=O)C1CC1